2-(3,5-Difluorophenoxy)-7-nitro-5H-pyrrolo[3,2-d]pyrimidine FC=1C=C(OC=2N=CC3=C(N2)C(=CN3)[N+](=O)[O-])C=C(C1)F